1-(pyrimidinyl)piperazine N1=C(N=CC=C1)N1CCNCC1